C(CC)C(CCN1CC(CCC1)C(=O)O)CCCCCC 1-(3-propylnonyl)3-piperidinecarboxylic acid